3-iodo-1H-pyrrolo[2,3-b]pyridine-6-carbonitrile IC1=CNC2=NC(=CC=C21)C#N